(3S,11aR)-N-[(4-fluorophenyl)methyl]-3-methyl-5,7-dioxo-6-[(phenylmethyl)oxy]-2,3,5,7,11,11a-hexahydro[1,3]oxazolo[3,2-a]pyrido[1,2-d]pyrazine-8-carboxamide FC1=CC=C(C=C1)CNC(=O)C=1C(C(=C2N(C[C@@H]3N(C2=O)[C@H](CO3)C)C1)OCC1=CC=CC=C1)=O